Cl.Cl.FC(OC1=CC=C(C=C1)C1=CN=C2N1C=CN=C2NC2=CC(=C(C=C2)C(=O)N2CCN(CC2)C(=O)[C@H]2NC[C@H](C2)O)C)F [4-[[3-[4-(difluoromethoxy)phenyl]imidazo[1,2-a]pyrazin-8-yl]amino]-2-methylphenyl]-[4-[(2S,4S)-4-hydroxypyrrolidine-2-carbonyl]piperazin-1-yl]methanone hydrochloride hydrochloride